2-butyloctyl 8-((2-hydroxyethyl)amino)octanoate OCCNCCCCCCCC(=O)OCC(CCCCCC)CCCC